(6-bromo-3-fluoropyridin-2-yl)-N-(2,4-dimethoxybenzyl)methylamine BrC1=CC=C(C(=N1)N(CC1=C(C=C(C=C1)OC)OC)C)F